O1[C@H](COC2=C1C=CC=C2)C2=CC=C(CN1CC(CC1)NC(C)=O)C=C2 N-(1-{4-[(2S)-2,3-dihydro-1,4-benzodioxin-2-yl]benzyl}pyrrolidin-3-yl)acetamide